6-(3-((S)-sec-butyl)-4-chloro-3H-imidazo[4,5-c]pyridin-6-yl)-1-((1S,3R)-3-((R)-3-fluoropiperidin-1-yl)cyclobutyl)-3,3-dimethylindolin-2-one [C@H](C)(CC)N1C=NC2=C1C(=NC(=C2)C2=CC=C1C(C(N(C1=C2)C2CC(C2)N2C[C@@H](CCC2)F)=O)(C)C)Cl